5-(5-(difluoromethyl)-1-methyl-1H-pyrazol-3-yl)-3-(1-(2-methylpyridin-3-yl)cyclopropyl)-1,2,4-oxadiazole FC(C1=CC(=NN1C)C1=NC(=NO1)C1(CC1)C=1C(=NC=CC1)C)F